The molecule is a monocarboxylic acid anion obtained by removal of a proton from the carboxylic acid group of 9(R)-HPODE. It is a monocarboxylic acid anion, a HPODE(1-) and a 9-HPODE(1-). It is a conjugate base of a 9(R)-HPODE. It is an enantiomer of a 9(S)-HPODE(1-). CCCCC/C=C\\C=C\\[C@@H](CCCCCCCC(=O)[O-])OO